tert-butyl 4-[(tert-butoxycarbonyl) amino]-2,6-dichloro-5-fluoropyridine-3-carboxylate C(C)(C)(C)OC(=O)NC1=C(C(=NC(=C1F)Cl)Cl)C(=O)OC(C)(C)C